CC1=C(C=C(C=C1)C)S(=O)(=O)Cl 2,5-Dimethylbenzenesulfonyl chloride